7-fluoro-4H-chromeno[4,3-d]thiazol-2-amine FC=1C=CC2=C(C1)OCC1=C2N=C(S1)N